C(#N)C1=NN(N=C1C1=CC(=CC=C1)\C=C\C1=NC=CC(=N1)C(F)(F)F)C(C)OC(=O)OCC(C(=O)O)(C)C 3-[1-(4-cyano-5-{3-[(E)-2-(4-trifluoromethylpyrimidin-2-yl)-vinyl]-phenyl}-2H-[1,2,3]triazol-2-yl)-ethoxycarbonyloxy]-2,2-dimethyl-propionic acid